[3-[1,3-benzothiazol-2-yl(hexyl)hydrazonomethyl]-4-(4-ethylcyclohexanecarbonyl)oxy-phenyl] 4-(6-prop-2-enoyloxyhexoxy)benzoate C(C=C)(=O)OCCCCCCOC1=CC=C(C(=O)OC2=CC(=C(C=C2)OC(=O)C2CCC(CC2)CC)C(=NNCCCCCC)C=2SC3=C(N2)C=CC=C3)C=C1